C1(=CC=CC2=CC=CC=C12)N=C=S α-naphthalyl isothiocyanate